3-(1,4-dimethyl-1H-benzo[d][1,2,3]triazol-5-yl)-3-(3-((2,2-dimethyl-2,3-dihydro-[1,4]oxazepino[7,6-g]quinolin-4(5H)-yl)methyl)-4-methylphenyl)-2,2-dimethylpropanoic Acid CN1N=NC2=C1C=CC(=C2C)C(C(C(=O)O)(C)C)C2=CC(=C(C=C2)C)CN2CC(OC1=CC=3C=CC=NC3C=C1C2)(C)C